((2S)-1-((4-(cyclopropylamino)-3-hydroxy-4-oxo-1-(2-oxo-1-azaspiro[4.5]decan-3-yl)butan-2-yl)amino)-4-methyl-1-oxopentan-2-yl)-4-methoxy-1H-indole-2-carboxamide C1(CC1)NC(C(C(CC1C(NC2(C1)CCCCC2)=O)NC([C@H](CC(C)C)N2C(=CC1=C(C=CC=C21)OC)C(=O)N)=O)O)=O